N-(1-(2-(1,1-difluoroethyl)-6-methylpyrimidin-4-yl)-3-iodo-1H-pyrazolo[4,3-c]pyridin-6-yl)acetamide FC(C)(F)C1=NC(=CC(=N1)N1N=C(C=2C=NC(=CC21)NC(C)=O)I)C